5-((1R)-fluoro((((S)-1-((1-methyl-1H-tetrazol-5-yl)methoxy)-1-oxopropan-2-yl)amino)(phenoxy)phosphoryl)methyl)benzo[b]thiophene-2-carboxylic acid F[C@@H](C1=CC2=C(SC(=C2)C(=O)O)C=C1)P(=O)(OC1=CC=CC=C1)N[C@H](C(=O)OCC1=NN=NN1C)C